BrC1=CC(=C(C(=C1)OC)CN)F (4-bromo-2-fluoro-6-methoxyphenyl)methanamine